4-(1-pyrenyl)butyramide C1(=CC=C2C=CC3=CC=CC4=CC=C1C2=C34)CCCC(=O)N